CC[C@]12CC[C@H]3[C@H]([C@@H]1CC[C@]2(C#C)OC(=O)C)CCC4=C/C(=N/O)/CC[C@H]34 The molecule is a steroid ester, a ketoxime and a terminal acetylenic compound. It has a role as a contraceptive drug, a progestin and a synthetic oral contraceptive.